1-Hexyl-4-ethylpiperidinium triflat [O-]S(=O)(=O)C(F)(F)F.C(CCCCC)[NH+]1CCC(CC1)CC